N[C@@H](C)C=1N(C(C2=C(C=CC=C2C1)C)=O)C1=NNC(=C1)C (S)-3-(1-aminoethyl)-8-methyl-2-(5-methyl-1H-pyrazol-3-yl)isoquinolin-1(2H)-one